(R)-N-(1,1-Dioxido-2,3-dihydrothiophen-3-yl)-7-isopropyl-2-oxo-N-(thiophen-3-yl)-1,2-dihydroquinoline-3,8-dicarboxamide O=S1(C[C@@H](C=C1)N(C(=O)C=1C(NC2=C(C(=CC=C2C1)C(C)C)C(=O)N)=O)C1=CSC=C1)=O